FC=1C=C(N2N=C(N=CC21)N[C@H]2[C@@H](CN(CC2)S(=O)(=O)C)O)C2=C(C=C(C=C2F)F)F (3R,4R)-4-((5-fluoro-7-(2,4,6-trifluorophenyl)pyrrolo[2,1-f][1,2,4]triazin-2-yl)amino)-1-(methylsulfonyl)piperidin-3-ol